amino-5-(3-methoxy-2,6-dimethyl-phenyl)-3-(trifluoromethyl)-2-vinyl-pyrrolo[2,3-b]Pyrazine-7-carboxamide NC1=C(C=2C(=NC(=C(N2)C=C)C(F)(F)F)N1C1=C(C(=CC=C1C)OC)C)C(=O)N